COC=1C=C2C(=CC=NC2=CC1OC)N1CCC(CC1)C(CNS(=O)(=O)C)C N-(2-(1-(6,7-dimethoxyquinolin-4-yl)piperidin-4-yl)propyl)methanesulfonamide